OCCN(CCCCCC(=O)OC(CCCCCCCC)CCCCCCCC)CCCN(CCCC(OCCCCCCCCCCC)=O)CCO heptadecan-9-yl 6-((2-hydroxyethyl)(3-((2-hydroxyethyl)(4-oxo-4-(undecyloxy)butyl)amino)propyl)amino)hexanoate